methyl (S)-2-(3-(2,6-difluoro-4-(methylcarbamoyl)phenyl)-3-oxopropyl)morpholine-4-carboxylate FC1=C(C(=CC(=C1)C(NC)=O)F)C(CC[C@H]1CN(CCO1)C(=O)OC)=O